[C@H]1([C@H](CC1)CO)CO (1S,2S)-CYCLOBUTANE-1,2-DIYLDIMETHANOL